{2-cyclobutyl-4-[4-(2-methoxy-phenyl)-piperidin-1-yl]-quinazolin-6-yl}-dimethyl-amine C1(CCC1)C1=NC2=CC=C(C=C2C(=N1)N1CCC(CC1)C1=C(C=CC=C1)OC)N(C)C